2-[(1S,4S)-2,5-Diazabicyclo[2.2.1]heptan-2-yl]-N-[2-(3-methylpyridin-2-yl)-[1,3]thiazolo[5,4-c]pyridin-6-yl]pyrimidin-4-amine [C@@H]12N(C[C@@H](NC1)C2)C2=NC=CC(=N2)NC2=CC1=C(C=N2)SC(=N1)C1=NC=CC=C1C